3-(5-chloro-2-methylphenyl)-N-methyl-5-(piperidin-1-yl)pentan-1-amine ClC=1C=CC(=C(C1)C(CCNC)CCN1CCCCC1)C